ClCS(=O)(=O)NCC=1C=C(C2=C(CCO2)C1CO)C1=CC=C(C=C1)OC(F)(F)F 1-chloro-N-[[4-(hydroxymethyl)-7-[4-(trifluoromethoxy)phenyl]-2,3-dihydrobenzofuran-5-yl]methyl]methanesulfonamide